methylenebis(2-methylacrylamide) C(C=C(C(=O)N)C)C=C(C(=O)N)C